2-(4-nitrophenyl)benzothiazole [N+](=O)([O-])C1=CC=C(C=C1)C=1SC2=C(N1)C=CC=C2